Sodium 8-(3-(3-aminobenzamido)-4-methylbenzamido)naphthalene-1,3,5-trisulfonate NC=1C=C(C(=O)NC=2C=C(C(=O)NC3=CC=C(C=4C=C(C=C(C34)S(=O)(=O)[O-])S(=O)(=O)[O-])S(=O)(=O)[O-])C=CC2C)C=CC1.[Na+].[Na+].[Na+]